Methyl (S)-2-((6-((4-chloro-2-fluorobenzyl)oxy)-1,3,4,5-tetrahydro-2H-pyrido[4,3-b]indol-2-yl)methyl)-1-(oxetan-2-ylmethyl)-1H-benzo[d]imidazole-6-carboxylate ClC1=CC(=C(COC2=CC=CC=3C4=C(NC23)CCN(C4)CC4=NC2=C(N4C[C@H]4OCC4)C=C(C=C2)C(=O)OC)C=C1)F